2-(3-(1-(4-(1H-pyrazol-4-yl)benzyl)-2,4-dioxo-1,2-dihydroquinazolin-3(4H)-yl)phenoxy)-N-isopropylacetamide N1N=CC(=C1)C1=CC=C(CN2C(N(C(C3=CC=CC=C23)=O)C=2C=C(OCC(=O)NC(C)C)C=CC2)=O)C=C1